1-cyano-2-phenyl-3-(pyridin-4-yl)isourea C(#N)NC(OC1=CC=CC=C1)=NC1=CC=NC=C1